O[C@@H]1[C@H](O)[C@@H](O)[C@H](O)CO1 alpha-D-xylose